5-chloro-N-cyclopropyl-4-iodo-2-nitroaniline ClC=1C(=CC(=C(NC2CC2)C1)[N+](=O)[O-])I